C1(CC1)C1=NC=C(C(=N1)OCC1CN(CC1)C1=CC=CC=C1)C#N 2-cyclopropyl-4-((1-phenylpyrrolidin-3-yl)methoxy)pyrimidine-5-carbonitrile